(2R)-4,4-difluoro-2-(4-fluorophenyl)-N-{4-[4-{[(3S)-oxolan-3-yl]oxy}-7-(pyridin-2-yl)-5H-pyrrolo[3,2-d]pyrimidin-6-yl]pyridin-2-yl}butanamide FC(C[C@@H](C(=O)NC1=NC=CC(=C1)C1=C(C=2N=CN=C(C2N1)O[C@@H]1COCC1)C1=NC=CC=C1)C1=CC=C(C=C1)F)F